C(C)(C)C1=NC=C2N1C=CN=C2N 3-isopropylimidazo[1,5-a]pyrazin-8-amine